1-[4-(1-{2-[4-(2,3-Dimethylphenyl)piperazin-1-yl]-2-oxoethyl}-1,4,5,6-tetrahydrocyclopenta[c]pyrazol-3-carbonyl)piperazin-1-yl]-2-hydroxy-2-methylpropan-1-on CC1=C(C=CC=C1C)N1CCN(CC1)C(CN1N=C(C2=C1CCC2)C(=O)N2CCN(CC2)C(C(C)(C)O)=O)=O